[3-fluoro-4-(pyridin-4-yl)phenyl]-3,6-dihydro-2H-1,3,4-oxadiazin-2-one FC=1C=C(C=CC1C1=CC=NC=C1)N1C(OCC=N1)=O